N2-((1R,3s,5S)-9-(ethylsulfonyl)-9-azabicyclo[3.3.1]nonan-3-yl)-N2-methyl-N4-(5-methyl-1H-pyrazol-3-yl)-6-((R)-tetrahydrofuran-2-yl)pyrimidine-2,4-diamine C(C)S(=O)(=O)N1[C@H]2CC(C[C@@H]1CCC2)N(C2=NC(=CC(=N2)NC2=NNC(=C2)C)[C@@H]2OCCC2)C